C[C@H]1C=2C(=CC=NC2[C@@H](CC1)O[Si](C(C)C)(C(C)C)C(C)C)O (5R,8R)-5-methyl-8-{[tri(propan-2-yl)silyl]oxy}-5,6,7,8-tetrahydroquinolin-4-ol